Racemic-6,7-Difluoro-2-(o-tolyl)-4-(1,1,1-trifluoropropan-2-yl)phthalazin-1(2H)-one FC=1C=C2C(=NN(C(C2=CC1F)=O)C1=C(C=CC=C1)C)[C@H](C(F)(F)F)C |r|